(4-phenyl-1,5,6,7-tetrahydro-s-indacen-1-yl)dimethylindenylsilane C1(=CC=CC=C1)C1=C2C=CC(C2=CC=2CCCC12)[Si](C1C=CC2=CC=CC=C12)(C)C